O1C(=CC=2CNCCC21)S(=O)(=O)NC(=O)NC2=C1CCCC1=CC=1CCCC21 1-[4H,5H,6H,7H-furo[3,2-c]pyridine-2-sulfonyl]-3-(1,2,3,5,6,7-hexahydro-s-indacen-4-yl)urea